C1(CC1)CCN1N=CC(=N1)C(=O)N[C@H](C1=NC2=C(N1)C=C(C=C2)[C@@H](C)NC(CCC(F)(F)F)=O)C2CCC(CC2)(F)F 2-(2-Cyclopropylethyl)-N-[(S)-(4,4-difluorocyclohexyl)-[6-[(1R)-1-(4,4,4-trifluorobutanoylamino)ethyl]-1H-benzimidazol-2-yl]methyl]triazole-4-carboxamide